NC1=C(C=C(C=C1)N1CCN(C2(CC2)C1)C(=O)OC(C)(C)C)F tert-butyl 7-(4-amino-3-fluorophenyl)-4,7-diazaspiro[2.5]octane-4-carboxylate